CC=1N=C2N(N=C(C=C2)C=2C=CC(=C(C2)O)C2=CN=C(N=N2)N2CCN(CC2)C)C1 5-(2-methylimidazo[1,2-b]pyridazin-6-yl)-2-[3-(4-methylpiperazin-1-yl)-1,2,4-triazin-6-yl]phenol